CC1=C(C(=C(C(=O)OCCC2=C(C=CC(=C2)CO)[N+](=O)[O-])C=C1[N+](=O)[O-])F)F 2-(5-hydroxymethyl-2-nitrophenyl)ethanol methyl-2,3-difluoro-5-nitrobenzoate